C(CCCCN=C=O)N=C=O pentylene isocyanate